(-)-Oxycodon C1=CC(OC)=C2C=3[C@@]45[C@@H](O2)C(=O)CC[C@@]4(O)[C@@H](CC13)N(C)CC5